1-(fluoromethyl)cyclopropane FCC1CC1